C1(CC1)C=1C(=CC=2N(N1)C=C(N2)C(=O)OCC)OC ethyl 6-cyclopropyl-7-methoxy-imidazo[1,2-b]pyridazine-2-carboxylate